C(C)(C)(C)C1=CC=C(C=C1)CNC(=O)C=1C=C2C(=NC1)NC(=N2)CC(=O)OCC ethyl 2-(6-{[(4-tert-butylphenyl)methyl] carbamoyl}-3H-imidazo[4,5-b]pyridin-2-yl)acetate